(S)-3-(3-(1-amino-2,3-dihydro-1H-inden-5-yl)-6-fluoro-5-(1H-pyrazol-1-yl)-3H-imidazo[4,5-b]pyridin-2-yl)pyridin-2-amine N[C@H]1CCC2=CC(=CC=C12)N1C(=NC=2C1=NC(=C(C2)F)N2N=CC=C2)C=2C(=NC=CC2)N